C(=O)(O)C1=CC=C(OC2=CC=C(C=C2)C2=CC=C(C=C2)C(=O)O)C=C1 4'-(4-carboxyphenoxy)-4-biphenyl-carboxylic acid